O[C@@]1(C(N(CC1)C)=O)C1=CC(=NO1)C1=CC(=CC=C1)C=1C=CC=2N(N1)C=C(N2)C (R)-3-Hydroxy-1-methyl-3-(3-(3-(2-methylimidazo[1,2-b]pyridazin-6-yl)phenyl)isoxazol-5-yl)pyrrolidin-2-one